C(C)C=1C(NC2=CC(=CN=C2C1)CN1CCN(CC1)C(COC)=O)=O 3-ethyl-7-((4-(2-methoxyacetyl)piperazin-1-yl)methyl)-1,5-naphthyridin-2(1H)-one